trisilyl-cyclopentadiene di-isobutyl-vinylphosphonate C(C(C)C)OP(OCC(C)C)(=O)C=C.[SiH3]C=1C(=C(CC1)[SiH3])[SiH3]